FC1=CC=C(C=C1)N1C[C@@H](N(CC1)CC[C@@H]1OC(C2(C1)CCN(CC2)C(=O)OC(C)(C)C)=O)C Tert-butyl (R)-3-(2-((S)-4-(4-fluorophenyl)-2-methylpiperazin-1-yl) ethyl)-1-oxo-2-oxa-8-azaspiro[4.5]decane-8-carboxylate